O=C1C(N=C(O1)C1=CC=C(C#N)C=C1)=CC=1SC=CC1 4-(5-oxo-4-(thiophen-2-ylmethylene)-4,5-di-hydrooxazol-2-yl)benzonitrile